1-(3-methyl(2-pyridyl))-4-(methyl-amino)-7-(trifluoromethyl)pyrido[2,3-d]-pyrimidin-2(1H)-one CC=1C(=NC=CC1)N1C(N=C(C2=C1N=C(C=C2)C(F)(F)F)NC)=O